CN1C=CC=2C1=NC(=CC2O[C@H]2CNCC2)C=2C=C1CN(C(C1=CC2)=O)[C@@H]2C(NC(CC2)=O)=O (S)-3-(5-(1-methyl-4-(((R)-pyrrolidin-3-yl)oxy)-1H-pyrrolo[2,3-b]pyridin-6-yl)-1-oxoisoindolin-2-yl)piperidine-2,6-dione